NCC1=CC=C(C=C1)C1=NN(C=C1)[C@H](C(F)(F)F)C 3-[4-(aminomethyl)phenyl]-1-[(1S)-2,2,2-trifluoro-1-methyl-ethyl]pyrazole